FC([C@@H]1[C@H](C1)C1=C(N=NC(=C1)C=1C(=NC(=NC1)OC)OC)CN)F (4-((1S,2S)-2-(difluoromethyl)cyclopropyl)-6-(2,4-dimethoxypyrimidin-5-yl)pyridazin-3-yl)methanamine